cyclopropyl (R)-6-(1-(6-cyano-1H-imidazo[4,5-b]pyridin-2-yl)ethyl)-3,4-dihydroquinoline-1(2H)-carboxylate C(#N)C=1C=C2C(=NC1)N=C(N2)[C@H](C)C=2C=C1CCCN(C1=CC2)C(=O)OC2CC2